C=CC=C trans-buta-1,3-diene